N[C@H]1CN(CC1)S(=O)(=O)NC(=O)C=1C(=NC(=CC1)C1=CC(=CC(=C1)OCC(C)C)F)N1C(CCC1)C1=CC=CC=C1 N-[(3R)-3-Aminopyrrolidin-1-yl]sulfonyl-6-(3-fluoro-5-isobutoxyphenyl)-2-(2-phenylpyrrolidin-1-yl)pyridin-3-carboxamid